C(C)(=O)ON=C(C(=O)C1=C(C=CC=C1)SC1=CC=C(C=C1)OCCO)C N-acetyloxy-1-[4-(2-hydroxyethyloxy)phenylsulfanylphenyl]Propane-1-on-2-imine